CC=1C=NC=CC1NC=1C=NC=2CCN(CC2C1)C(=O)OC(C)(C)C tert-butyl 3-((3-methylpyridin-4-yl)amino)-7,8-dihydro-1,6-naphthyridine-6(5H)-carboxylate